[Si](C)(C)(C(C)(C)C)OCC=1N=C(SC1C(=O)OCC)Cl Ethyl 4-(((tert-butyldimethylsilyl) oxy) methyl)-2-chlorothiazole-5-carboxylate